Methyl 4-(bromomethyl)-2-cyano-1-methyl-1H-indole-5-carboxylate BrCC1=C2C=C(N(C2=CC=C1C(=O)OC)C)C#N